8-(1-(2-Methyl-5-((1-methylazetidin-2-yl)methoxy)benzamido)cyclopropyl)naphthalen-2-yl trifluoromethanesulfonate FC(S(=O)(=O)OC1=CC2=C(C=CC=C2C=C1)C1(CC1)NC(C1=C(C=CC(=C1)OCC1N(CC1)C)C)=O)(F)F